6-(((6-nitrobenzo[d]oxazol-2-yl)methyl)thio)-1-phenyl-1,5-dihydro-4H-pyrazolo[3,4-d]pyrimidin-4-one [N+](=O)([O-])C1=CC2=C(N=C(O2)CSC=2NC(C3=C(N2)N(N=C3)C3=CC=CC=C3)=O)C=C1